1-phenylvinyl-1,2-propadiene C1(=CC=CC=C1)C(=C)C=C=C